ClC=1N=CC2=C(N1)C(NC(=C2)C2=C(C(=CC(=C2Cl)OC)OC)Cl)=O 2-chloro-6-(2,6-dichloro-3,5-dimethoxyphenyl)pyrido[3,4-d]pyrimidin-8(7H)-one